[Na+].OCC(CO)(CO)NCCS(=O)(=O)[O-] 2-[(tri(hydroxymethyl)methyl)amino]-1-ethanesulfonic acid sodium salt